O=C1NC(CCC1N1C(=C2C=CC(=CC2=C1O)F)O)=O 2-(2,6-dioxopiperidin-3-yl)-5-fluoroisoindole-1,3-diol